3-((3-bromo-5-chlorophenyl)chloromethyl)-4-methyl-4H-1,2,4-triazole BrC=1C=C(C=C(C1)Cl)C(C1=NN=CN1C)Cl